C(CCC)C=1C(=C(OC1C(=O)O)C(=O)O)CCCC.COCCO[C@H]1[C@@H](O[C@@H]([C@H]1O)CO)N1C=NC=2C(N)=NC=CC12 3-deaza-2'-O-[2-(methoxy)ethyl]adenosine dibutyl-furan-2,5-dicarboxylate